7'-((7H-pyrrolo[2,3-d]pyrimidin-4-yl)amino)-1',5'-dimethyl-spiro[cyclohexane-1,2'-pyrido[2,1-f][1,2,4]triazine]-4',8'(1'H,3'H)-dione hydrochloride Cl.N1=CN=C(C2=C1NC=C2)NC2=CC(=C1C(NC3(N(N1C2=O)C)CCCCC3)=O)C